C(C=C)(=O)N1C[C@H](CC1)N1N=C(C=2C(=NC=C(C21)C(=O)N(C)C)N)C#CC2=CC(=CC(=C2)OC)OC (S)-1-(1-acryloylpyrrolidin-3-yl)-4-amino-3-((3,5-dimethoxyphenyl)ethynyl)-N,N-dimethyl-1H-pyrazolo[4,3-c]pyridine-7-carboxamide